C(CCCCCCCCCCCC)C(C)(O[Si](OCC)(OCC)CCCCCCCC)F tridecyl-fluoro-octyl-triethoxysilane